2-chloro-1-cyclopropyl-4-(methylsulfonyl)benzene ClC1=C(C=CC(=C1)S(=O)(=O)C)C1CC1